methoxyfuran-2(5H)-one COC=1C(OCC1)=O